CS[C@@H](C(=O)O)C |r| racemic-2-(methylthio)propionic acid